OC1=C(C=C(C=C1)C=CCCCC=CC1=CC(=C(C=C1)O)OC)OC 1,7-bis(4-hydroxy-3-methoxyphenyl)-1,6-heptadiene